CC1=CC=C(C=C1)S(=O)(=O)O.C1(CCCC1)C(CC#N)NN 3-cyclopentyl-3-hydrazinopropionitrile-p-toluenesulfonate salt